bromospiro[cyclohexane-1,1'-inden]-3-one BrC=1C2(C3=CC=CC=C3C1)CC(CCC2)=O